N(=C=O)CCC[SiH2]C(OC)OC 3-isocyanatopropyl-dimethoxymethylsilane